FC1=C(C=C(C(=C1)F)F)C(C)O 1-(2,4,5-trifluorophenyl)ethanol